FC=1C=C(C=C2C(=CC=NC12)C(C)(C)O)C1=NC(=NC=C1F)NC1=NC=C(C=C1)C1CCN(CC1)C(C)C 2-(8-fluoro-6-(5-fluoro-2-((5-(1-isopropylpiperidin-4-yl)pyridin-2-yl)amino)pyrimidin-4-yl)quinolin-4-yl)propan-2-ol